C(CCCCCCC)(=O)[O-].C(CCCCCCC)(=O)[O-].C(CCCCCCC)(=O)[O-].C(CCCCCCC)(=O)[O-].[Ti+4] Titanium tetraoctanate